N-[(3S)-2-oxo-5-phenyl-1,3-dihydro-1,4-benzodiazepine-3-yl]Pyrazolo[1,5-a]Pyrimidine-3-carboxamide O=C1NC2=C(C(=N[C@@H]1NC(=O)C=1C=NN3C1N=CC=C3)C3=CC=CC=C3)C=CC=C2